N-(1-(3-chloro-phenyl)-2-hydroxyethyl)-1-(2-((2,3-dihydro-benzo[b][1,4]di-oxin-6-yl)amino)-5-methylpyrimidin-4-yl)-1H-pyrrole-3-carboxamide ClC=1C=C(C=CC1)C(CO)NC(=O)C1=CN(C=C1)C1=NC(=NC=C1C)NC1=CC2=C(OCCO2)C=C1